4-bromo-5-(thiazol-2-yl)furo[2,3-c]pyridine-2-carbonitrile BrC1=C2C(=CN=C1C=1SC=CN1)OC(=C2)C#N